C1(=CC=CC=C1)C=1N(C2=CC=CC=C2C1)CC1=CC=C(C(=O)O)C=C1 4-((2-Phenyl-1H-indol-1-yl)methyl)benzoic acid